ClC=1C=C(C=CC1OC(F)(F)F)N1C(=NC2=C1C=CC(=C2)C(=O)OC)C#C[Si](C(C)C)(C(C)C)C(C)C Methyl 1-(3-chloro-4-(trifluoromethoxy)phenyl)-2-((triisopropylsilyl)ethynyl)-1H-benzo[d]imidazole-5-carboxylate